1-(4-chloro-2-fluoro-phenyl)-5-methylsulfonyl-4-oxo-cinnoline-3-carboxylic acid ClC1=CC(=C(C=C1)N1N=C(C(C2=C(C=CC=C12)S(=O)(=O)C)=O)C(=O)O)F